CS(=O)(=O)[O-].[Bi+3].CS(=O)(=O)[O-].CS(=O)(=O)[O-] bismuth methanesulphonate